BrCOC(CC1=C(C2=CC=CC=C2C=C1C(F)(F)F)C1=CC=CC2=CC=CC=C12)=O bromomethyl-3-trifluoromethyl-[1,1'-binaphthyl]-2-ylacetate